1,1,1-trifluoro-3-hydroxypropan-2-yl 4-(1-chloro-7-fluoro-4,5-dihydroimidazo[1,2-a]quinolin-2-yl)piperidine-1-carboxylate ClC1=C(N=C2N1C1=CC=C(C=C1CC2)F)C2CCN(CC2)C(=O)OC(C(F)(F)F)CO